C(C([2H])([2H])[2H])(=O)C1=CC=C(CN2N=C3C(C(N(C=4N3CC(N4)(C)C)C)=O)=C2NC2=CC=C(C=C2)F)C=C1 2-(4-(acetyl-d3)benzyl)-3-((4-fluorophenyl)amino)-5,7,7-trimethyl-7,8-dihydro-2H-imidazo[1,2-a]pyrazolo[4,3-e]pyrimidin-4(5H)-one